1-[3-[4-(4-chloro-2-methylsulfonyl-phenyl)phenyl]azetidine-1-carbonyl]azetidine-3-carboxamide ClC1=CC(=C(C=C1)C1=CC=C(C=C1)C1CN(C1)C(=O)N1CC(C1)C(=O)N)S(=O)(=O)C